(S)-2-((4-(6-((4-cyanobenzofuran-7-yl)methoxy)pyridin-2-yl)piperidin-1-yl)methyl)-1-(oxetane-2-ylmethyl)-1H-benzo[d]imidazole-6-carboxylic acid C(#N)C1=CC=C(C2=C1C=CO2)COC2=CC=CC(=N2)C2CCN(CC2)CC2=NC1=C(N2C[C@H]2OCC2)C=C(C=C1)C(=O)O